Bis(2-butyloctyl) 10-(N-(3-((1-methylazetidin-3-yl)amino)propyl)nonanamido)-nonadecanedioate CN1CC(C1)NCCCN(C(CCCCCCCC)=O)C(CCCCCCCCC(=O)OCC(CCCCCC)CCCC)CCCCCCCCC(=O)OCC(CCCCCC)CCCC